FC1=CC(=C(C=C1C(F)(F)F)N1C(C2=CC=CC=C2C=C1CN1[C@H](CNCC1)C)=O)OC(C)C (S)-2-(4-fluoro-2-isopropoxy-5-(trifluoromethyl)phenyl)-3-((2-methylpiperazin-1-yl)methyl)isoquinolin-1(2H)-one